t-amyl-perylenequinone C(C)(C)(CC)C=1C(C(C=2C=3C=CC=C4C=CC=C(C5=CC=CC1C52)C43)=O)=O